FC=1C(=CC(=NC1)OC)[C@H](C(=O)N1CC2(NC3=NC(=C(C=C3CC2)C2=NC=CC=N2)C([2H])([2H])[2H])CC1)C (2R)-2-(5-fluoro-2-methoxypyridin-4-yl)-1-(7'-(methyl-d3)-6'-(pyrimidin-2-yl)-3',4'-dihydro-1'H-spiro[pyrrolidine-3,2'-[1,8]naphthyridine]-1-yl)propan-1-one